4-(1-(2-Chlorobenzyl)-1H-pyrazol-4-yl)-2-(5-phenyl-1H-imidazol-2-yl)pyridine trifluoroacetate salt FC(C(=O)O)(F)F.ClC1=C(CN2N=CC(=C2)C2=CC(=NC=C2)C=2NC(=CN2)C2=CC=CC=C2)C=CC=C1